C1[C@H](OC2=CC(=CC(=C2C1=O)O)O[C@H]3[C@@H]([C@H]([C@@H]([C@H](O3)CO)O)O)O)C4=CC(=CC(=C4)O)O The molecule is a flavanone glycoside that is (2S)-5,7,3',5'-tetrahydroxyflavanone attached to a beta-D-glucopyranosyl residue at position 7 via a glycosidic linkage. Isolated from Jasminum lanceolarium, it exhibits radical scavenging activity. It has a role as a metabolite and a radical scavenger. It is a trihydroxyflavanone, a flavanone glycoside, a monosaccharide derivative and a beta-D-glucoside.